4,4-Difluorocyclohexanecarboxaldehyde FC1(CCC(CC1)C=O)F